NC1=NC=C(C2=C1C(=C(S2)C2=C(C=C(C=C2)NC(C(=C)C)=O)C)C2=CC(=C(C=C2)OC2=NC=CC(=N2)C)F)C=2C=NN(C2)CCCN(C)C N-(4-(4-amino-7-(1-(3-(dimethylamino)propyl)-1H-pyrazol-4-yl)-3-(3-fluoro-4-((4-methylpyrimidin-2-yl)oxy)phenyl)thieno[3,2-c]pyridin-2-yl)-3-methylphenyl)methacrylamide